tert-butyl (S)-2-(2-(tetrahydro-2H-pyran-4-yl)-5-(4,4,5,5-tetramethyl-1,3,2-dioxaborolan-2-yl)phenyl)pyrrolidine-1-carboxylate O1CCC(CC1)C1=C(C=C(C=C1)B1OC(C(O1)(C)C)(C)C)[C@H]1N(CCC1)C(=O)OC(C)(C)C